CC=1OC2=C(N1)C=CC(=C2)C2=C1CN(C(C1=CC=C2)=O)CC(C#N)=C 2-{[4-(2-methyl-1,3-benzoxazol-6-yl)-1-oxo-2,3-dihydro-1H-isoindol-2-yl]methyl}prop-2-enenitrile